3-(4-(2-Aminoethoxy)-3'-ethoxy-4'-(7-oxo-6,7-dihydro-3H-[1,2,3]triazolo[4,5-d]pyrimidin-5-yl)-[1,1'-biphenyl]-3-yl)propanoic acid NCCOC1=C(C=C(C=C1)C1=CC(=C(C=C1)C=1NC(C2=C(N1)NN=N2)=O)OCC)CCC(=O)O